rel-(R)-1-(2-(4,4-difluoropiperidin-2-yl)benzyl)-2-thiocarbonyl-1,2,3,5-tetrahydro-4H-pyrrolo[3,2-d]pyrimidin-4-one FC1(C[C@@H](NCC1)C1=C(CN2C(NC(C3=C2C=CN3)=O)=C=S)C=CC=C1)F |o1:3|